tert-butyl rac-(3R,4S)-3-fluoro-4-hydroxy-4-[5-oxo-7-(p-tolylsulfonyloxy)thiazolo[3,2-a]pyrimidin-2-yl]piperidine-1-carboxylate F[C@@H]1CN(CC[C@]1(C1=CN2C(=NC(=CC2=O)OS(=O)(=O)C2=CC=C(C=C2)C)S1)O)C(=O)OC(C)(C)C |r|